C1(CCCC1)C=1C=C(C=CC1C(=O)N1CCS(CC1)(=O)=O)NC(=O)C1CC1 N-[3-cyclopentyl-4-(1,1-dioxo-1,4-thiazinane-4-carbonyl)phenyl]cyclopropanecarboxamide